C(C)(C)(C)C1=CC=2N(C3=CC(=CC=C3C2C=C1)C(C)(C)C)C=1C=C(C=CC1)N(C=1C=C(C=C(C1)N(C1=CC=CC=C1)C1=CC=CC=C1)Cl)C1=CC(=CC=C1)N1C2=CC(=CC=C2C=2C=CC(=CC12)C(C)(C)C)C(C)(C)C N,N-bis[3-(2,7-di-tert-butylcarbazol-9-yl)phenyl]-N',N'-diphenyl-1-chlorobenzene-3,5-diamine